CN1C=NC2=C1C=CC=C2C 1,4-dimethyl-1H-benzo[d]imidazole